N-((2-(6-(2-ethyl-5-fluoro-4-hydroxyphenyl)-1H-indazol-3-yl)-1H-imidazol-4-yl)methyl)propane-2-sulfonamide C(C)C1=C(C=C(C(=C1)O)F)C1=CC=C2C(=NNC2=C1)C=1NC=C(N1)CNS(=O)(=O)C(C)C